N1C(=NC=C1)[C@]1(COCC1)NC(N([C@@H](C)C1=CC=NC=C1)C)=O |&1:5| 3-[(3RS)-3-(1H-imidazol-2-yl)tetrahydrofuran-3-yl]-1-methyl-1-[(1S)-1-(4-pyridyl)ethyl]urea